CC1=CC=CC(=N1)C=CC(=O)O 3-(6-methylpyridin-2-yl)acrylic acid